C(C)(C)[C@H]1NC2=C(OC1)C(=NC(=N2)N)N2CCN(CC2)C (R)-7-Isopropyl-4-(4-methylpiperazin-1-yl)-7,8-dihydro-6H-pyrimido[5,4-b][1,4]oxazin-2-amine